C1(CC1)C=1C(=NSC1C(=O)OCC)OS(=O)(=O)C(F)(F)F ethyl 4-cyclopropyl-3-(trifluoromethanesulfonyloxy)-1,2-thiazole-5-carboxylate